2-methoxy-4,6-bis(trichloromethyl)-s-triazine COC1=NC(=NC(=N1)C(Cl)(Cl)Cl)C(Cl)(Cl)Cl